CN(C1CCC(CC1)C)CC1=C(C=CC=C1)B(O)O (2-([METHYL(4-METHYLCYCLOHEXYL)AMINO]METHYL)PHENYL)BORANEDIOL